tert-Butyl 2-[7-fluoro-6-(2,2,2-trifluoroethyl)quinazolin-4-yl]-2,7-diazaspiro[3.5]nonane-7-carboxylate FC1=C(C=C2C(=NC=NC2=C1)N1CC2(C1)CCN(CC2)C(=O)OC(C)(C)C)CC(F)(F)F